C1(CCC1)C(=O)C=1NC=CC1 cyclobutyl(1H-pyrrol-2-yl)methanone